ClC1=NN2C=3CCCN(C3C=NC2=C1)C1=CC=C(C=C1)[C@@H](C(F)(F)F)N(C(CC1=C(C=CC=C1)OC)=O)C N-[(1S)-1-(4-{4-chloro-2,3,7,10-tetraazatricyclo[7.4.0.02,6]trideca-1(9),3,5,7-tetraen-10-yl}phenyl)-2,2,2-trifluoroethyl]-2-(2-methoxyphenyl)-N-methylacetamide